(1R,2S,3R,5R)-3-(4-(methylamino)-7H-pyrrolo[2,3-d]pyrimidin-7-yl)-5-(3-(phenethylamino)prop-1-yn-1-yl)cyclopentane-1,2-diol CNC=1C2=C(N=CN1)N(C=C2)[C@H]2[C@@H]([C@@H]([C@H](C2)C#CCNCCC2=CC=CC=C2)O)O